C(C#C)NCC(=O)N 2-(prop-2-yn-1-ylamino)acetamide